Potassium ((2-oxa-7-azaspiro[3.5]nonan-7-yl)methyl)trifluoroborate C1OCC12CCN(CC2)C[B-](F)(F)F.[K+]